FC(C=1C=CC=2C(=C(N=NC2C2=C(C=C(C=C2)C(F)(F)F)O)N2C[C@](CC2)(O)C)N1)F (S)-1-(2-(difluoromethyl)-5-(2-hydroxy-4-(trifluoromethyl)phenyl)pyrido[2,3-d]pyridazin-8-yl)-3-methylpyrrolidin-3-ol